S1C2=C(C=C1C(=O)O)C=CC=C2 benzo[b]thiophen-2-carboxylic acid